(3-(2-oxa-5-azabicyclo[2.2.1]hept-5-yl)-1H-pyrazolo[4,3-c]pyridin-6-yl)acetamide hydrochloride Cl.C12OCC(N(C1)C1=NNC3=C1C=NC(=C3)CC(=O)N)C2